N-t-butyl-N'-tetradecylaminopropionamidine C(C)(C)(C)NC(CC)=NNCCCCCCCCCCCCCC